CCOC1=CC=C(C=C1)C(=O)OCC p-Ethoxy ethyl benzoate